(R)-N-((1R,2R)-1-(6-cyclopropoxypyridin-3-yl)-1-hydroxy-3-(pyrrolidin-1-yl)propan-2-yl)-1-(4-fluorophenyl)pyrrolidine-3-carboxamide C1(CC1)OC1=CC=C(C=N1)[C@H]([C@@H](CN1CCCC1)NC(=O)[C@H]1CN(CC1)C1=CC=C(C=C1)F)O